BrC1=C(C(=O)O)C=CC(=C1)C(=O)O bromoterephthalic acid